OC1=C(C(=CC(=C1C(=O)N1CC(CC1)=O)CCCCC)O)C1=C(C=CC(=C1)C)C(=C)C 1-(2,6-dihydroxy-5'-methyl-4-pentyl-2'-(prop-1-en-2-yl)-[1,1'-biphenyl]-3-carbonyl)pyrrolidin-3-one